methylene-4-phenyl-furan C=C1OC=C(C1)C1=CC=CC=C1